1-(3-chloro-5'-fluoro-2'-hydroxy-3'-(5-(4-(methylamino)piperidin-1-yl)pyridin-3-yl)-[1,1'-biphenyl]-4-yl)-3-methyl-1H-imidazol-2(3H)-one ClC=1C=C(C=CC1N1C(N(C=C1)C)=O)C1=C(C(=CC(=C1)F)C=1C=NC=C(C1)N1CCC(CC1)NC)O